C(#CC=C)C1=CC=C(C=C1)C1=CC(=NO1)CN1C(=NC=C1)[C@H](C)OC1OCCCC1 5-(4-(But-3-en-1-yn-1-yl)phenyl)-3-((2-((1S)-1-((tetrahydro-2H-pyran-2-yl)oxy)ethyl)-1H-imidazol-1-yl)methyl)isoxazole